CCC=CC(O)(O)O pentenetriol